N1(N=CN=C1)CCN1C2=C(C3=CC=C(C=C13)OC)C=CN=C2C 9-(2-(1H-1,2,4-triazol-1-yl)ethyl)-7-methoxy-1-methyl-9H-pyrido[3,4-b]indole